BrC1=C2C(=C3C(NC(NC3=C1F)=O)=O)NN=C2C 4-Bromo-5-fluoro-3-methyl-6,7,8,9-tetrahydro-1H-pyrazolo[3,4-f]quinazoline-7,9-dione